C(C)(C)(C)C1=CC=2C(=NC=C(N2)[C@@H]2CCC[C@H]([C@@H](N2)COC2=NC(=NC(=C2)C2=C(C=CC=C2C)C)NS(=O)(=O)C=2C=C(C(=O)O)C=CC2)CC2CC2)O1 3-[[4-[[(2R,3S,7S)-7-(6-tert-butylfuro[2,3-b]pyrazin-2-yl)-3-(cyclopropylmethyl)azepan-2-yl]methoxy]-6-(2,6-dimethylphenyl)pyrimidin-2-yl]sulfamoyl]benzoic acid